BrC1=CC(=C(C=C1)C=1C=NN(C1)C1OCCCC1)F 4-(4-bromo-2-fluorophenyl)-1-(tetrahydro-2H-pyran-2-yl)-1H-pyrazole